(4-tert-butyl-4-hydroxybenzyl)aniline C(C)(C)(C)C1(CC=C(CNC2=CC=CC=C2)C=C1)O